C(C1=CC=CC=C1)OC(C(=O)NCC1=CC(=CC=C1)N(C)C(=O)OC(C)(C)C)=O benzyl-[[3-[tert-butoxycarbonyl (methyl)amino]phenyl methyl]amino]-2-oxo-acetate